6-(2-(3-(2-chloro-6-methylphenyl)-5-cyclopropylisoxazol-4-yl)-7-azaspiro[3.5]non-1-en-7-yl)-4-(trifluoromethyl)quinoline-2-carboxylic acid ClC1=C(C(=CC=C1)C)C1=NOC(=C1C1=CC2(C1)CCN(CC2)C=2C=C1C(=CC(=NC1=CC2)C(=O)O)C(F)(F)F)C2CC2